2-methyl-aspartic acid C[C@](N)(CC(=O)O)C(=O)O